2-(3-(((1r,2r)-2-hydroxycyclohexyl)amino)-1,2,4-triazin-6-yl)-3-methyl-5-(trifluoromethyl)phenol O[C@H]1[C@@H](CCCC1)NC=1N=NC(=CN1)C1=C(C=C(C=C1C)C(F)(F)F)O